ClC=1C=C2C(=NC=NC2=CC1C1=C(C=CC=C1)F)N1CCN(CC1)C(\C=C\CN(C)C)=O (E)-1-(4-(6-chloro-7-(2-fluorophenyl)quinazolin-4-yl)piperazin-1-yl)-4-(dimethylamino)but-2-en-1-one